N-(3-fluoro-4-((2-oxo-2,3-dihydro-1H-pyrrolo[2,3-b]pyridin-4-yl)oxy)phenyl)-3-(4-fluorophenyl)-1-isopropyl-2,4-dioxo-1,2,3,4-tetrahydropyrimidine-5-carboxamide FC=1C=C(C=CC1OC1=C2C(=NC=C1)NC(C2)=O)NC(=O)C=2C(N(C(N(C2)C(C)C)=O)C2=CC=C(C=C2)F)=O